tert-butyl 9-carbamoyl-1-methyl-6,8-dioxo-1,3,4,6,7,8-hexahydro-2H-pyrazino[1,2-c]pyrimidine-2-carboxylate C(N)(=O)C1=C2N(C(NC1=O)=O)CCN(C2C)C(=O)OC(C)(C)C